2-chloro-N-(5-(2-(((1s,4r)-4-(dimethylamino)cyclohexyl)amino)-8-methylquinazolin-6-yl)-6-methoxypyridin-2-yl)benzenesulfonamide ClC1=C(C=CC=C1)S(=O)(=O)NC1=NC(=C(C=C1)C=1C=C2C=NC(=NC2=C(C1)C)NC1CCC(CC1)N(C)C)OC